methyl 3-bromo-7-oxabicyclo[2.2.1]hept-2,5-diene-2-carboxylate BrC1=C(C2C=CC1O2)C(=O)OC